C1=CC=C2C=NC=CC2=C1 Beta-quinoline